C(C)(C)(C)OC(=O)N1CCN(CC1)CCCC1=C(C=C(C=C1)N1C(N(C(C1(C)C)=O)C1=CC(=C(C=C1)C#N)C(F)(F)F)=S)CC 4-(3-(4-(3-(4-Cyano-3-(trifluoromethyl)phenyl)-5,5-dimethyl-4-oxo-2-thioxoimidazolidin-1-yl)-2-ethylphenyl)propyl)piperazine-1-carboxylic acid tert-butyl ester